N[C@@H](CC(=O)O)C1=CC(=CC(=C1)F)F (S)-3-amino-3-(3,5-difluorophenyl)propanoic acid